N-(2-hydroxypropyl)acrylamide OC(CNC(C=C)=O)C